C(=O)O.N1CCC2(CC1)C(C1=CC=CC=C1C2)N 1,3-dihydrospiro[indene-2,4'-piperidine]-1-amine formate